(S)-3-((2-Hydroxypropyl)amino)-1-(4-(5-(trifluoromethyl)pyrimidin-2-yl)piperazin-1-yl)propan-1-one O[C@H](CNCCC(=O)N1CCN(CC1)C1=NC=C(C=N1)C(F)(F)F)C